6-Carboxy-2-(3,5-dichlorophenyl)benzoxazole C(=O)(O)C1=CC2=C(N=C(O2)C2=CC(=CC(=C2)Cl)Cl)C=C1